C(C1=CC=CC=C1)=NC1=CC=C(C=C1)N benzylidene-p-phenylenediamine